(Z)-2-(5-fluoro-2-methyl-1-((5,6,7,8-tetrahydronaphthalen-1-yl)methylen)-1H-inden-3-yl)acetic acid FC=1C=C2C(=C(/C(/C2=CC1)=C/C1=CC=CC=2CCCCC12)C)CC(=O)O